C(CCCCCCCCCCCC)OC([C@@H]1[C@H]([C@@H]([C@H]([C@H](O)O1)O)O)O)=O β-D-glucuronic acid tridecyl ester